N-methyl-2-(perfluorophenoxy)ethan-1-amine CNCCOC1=C(C(=C(C(=C1F)F)F)F)F